FC1=C(C(=O)N2CCC(CC2)N2CC(C2)(N2N=CC(=C2)C=2C3=C(N=CN2)NC=C3)CC#N)C(=CC(=C1)C=1C=NC=CC1)F {1-[1-(2,6-difluoro-4-pyridin-3-ylbenzoyl)piperidin-4-yl]-3-[4-(7H-pyrrolo[2,3-d]pyrimidin-4-yl)-1H-pyrazol-1-yl]azetidin-3-yl}acetonitrile